chloro-7-[(2R)-2-[[(3-chloro-6-methoxypyridin-2-yl)oxy]methyl]-4-oxopyrrolidin-1-yl]-1-[6-[3-(dimethylamino)azetidin-1-yl]pyridin-3-yl]-4-oxoquinoline-3-carboxylic acid ClC=1N(C2=CC(=CC=C2C(C1C(=O)O)=O)N1[C@H](CC(C1)=O)COC1=NC(=CC=C1Cl)OC)C=1C=NC(=CC1)N1CC(C1)N(C)C